C(C)(C)(C)OC(=O)O[C@@H]1[C@H]([C@@H](N(C1)C(=O)OC(C)(C)C)CC1=CC=C(C=C1)C1=CN=CO1)OC(=O)OC1=CC=C(C=C1)[N+](=O)[O-] tert-butyl (2S,3S,4S)-4-[(tert-butoxycarbonyl)oxy]-3-[(4-nitrophenoxycarbonyl)oxy]-2-{[4-(1,3-oxazol-5-yl)phenyl]methyl}pyrrolidine-1-carboxylate